N-benzyl-N-(2-ethynyl-thiazole-4-carbonyl)glycine ethyl ester C(C)OC(CN(C(=O)C=1N=C(SC1)C#C)CC1=CC=CC=C1)=O